7,7,8,9,9-pentamethyl-6,7,8,9-tetrahydro-5H-cyclopenta[h]quinazoline CC1(C(C(C2=C1CCC=1C=NC=NC21)(C)C)C)C